ClC1=C(C(=CC(=C1)Cl)SC1=C(C(=CC(=C1)Cl)Cl)OCCO)O 2,4-dichloro-6-((3,5-dichloro-2-(2-hydroxyethoxy)phenyl)thio)phenol